5-tert-butyl-N-[[4-[6-[2-[4-[4-[(2,6-dioxo-3-piperidyl)amino]phenyl]-1-piperidyl]ethyl]pyrrolo[1,2-b]pyridazin-4-yl]-2-methyl-phenyl]methyl]-1,2,4-oxadiazole-3-carboxamide TFA salt OC(=O)C(F)(F)F.C(C)(C)(C)C1=NC(=NO1)C(=O)NCC1=C(C=C(C=C1)C=1C=2N(N=CC1)C=C(C2)CCN2CCC(CC2)C2=CC=C(C=C2)NC2C(NC(CC2)=O)=O)C